BrC=1C=CC=2C=3C(C(=NC2C1)N)=NNC3 7-bromo-2H-pyrazolo[3,4-c]Quinolin-4-amine